C(N)(=O)C=1C(=NC=CC1)C(=O)O 3-carbamoyl-α-picolinic acid